4-{[3-(trifluoromethyl)phenyl]methyl}piperidine-4-carbonitrile hydrochloride Cl.FC(C=1C=C(C=CC1)CC1(CCNCC1)C#N)(F)F